3-tert-butyl-1-{1-[(3-chlorophenyl)methyl]-3-methyl-2-oxoquinoxalin-6-yl}urea C(C)(C)(C)NC(NC=1C=C2N=C(C(N(C2=CC1)CC1=CC(=CC=C1)Cl)=O)C)=O